ClCC(=O)NC1=CC(=NC=C1Cl)N1C[C@H](CC1)F (S)-2-chloro-N-(5-chloro-2-(3-fluoropyrrolidin-1-yl)pyridin-4-yl)acetamide